3-[6-[(8aS)-3,4,6,7,8,8a-hexahydro-1H-pyrrolo[1,2-a]pyrazin-2-yl]-3-pyridyl]-5-[(1R)-1-(3,5-dimethylpyridazin-4-yl)ethoxy]-1H-indazole C1[C@H]2N(CCN1C1=CC=C(C=N1)C1=NNC3=CC=C(C=C13)O[C@H](C)C1=C(N=NC=C1C)C)CCC2